C(CCCCCCCCCCCCCCCCCCCCC)OCCCCCCCCCCCCCCCCCCCCCC monobehenyl ether